N-((3R,4S)-3-((S)-1-Oxa-7-Azaspiro[4.4]Nonan-7-Yl)Chroman-4-Yl)-6-Cyclopropyl-7H-Pyrrolo[2,3-D]Pyrimidin-4-Amine O1CCC[C@]12CN(CC2)[C@H]2COC1=CC=CC=C1[C@@H]2NC=2C1=C(N=CN2)NC(=C1)C1CC1